C(=C/C)/C1=C(C(=CC=C1)C(C)C)O (Z)-2-(prop-1-en-1-yl)-6-isopropylphenol